(5-(5-(2,3-dihydro-1H-inden-4-yl)-6-methoxy-1H-pyrazolo[4,3-b]pyridin-3-yl)pyridin-2-yl)-1-(2-hydroxyacetyl)pyrrolidine-3-carbonitrile C1CCC2=C(C=CC=C12)C1=C(C=C2C(=N1)C(=NN2)C=2C=CC(=NC2)C2N(CCC2C#N)C(CO)=O)OC